(R)- or (S)-N-((4-(4-isopropylphenyl)-4,5,6,7-tetrahydropyrazolo[1,5-a]pyrimidin-6-yl)methyl)acrylamide C(C)(C)C1=CC=C(C=C1)N1C=2N(C[C@@H](C1)CNC(C=C)=O)N=CC2 |o1:13|